CC1(OB(OC1(C)C)C1=CC=C(C=C1)CCCO)C 3-[4-(4,4,5,5-tetramethyl-1,3,2-dioxaborolan-2-yl)phenyl]propan-1-ol